C(C)(C)C1=CC(=NC=2N1N=CN2)C(=O)O 7-isopropyl-[1,2,4]triazolo[1,5-a]pyrimidine-5-carboxylic acid